2-(4-fluorophenylamino)-1,4-naphthoquinone FC1=CC=C(C=C1)NC=1C(C2=CC=CC=C2C(C1)=O)=O